5-methyl-1-phenyl-1H-1,2,4-triazol CC1=NC=NN1C1=CC=CC=C1